BrC=1C=2N(C(=CC1)C(C)O)N=CN2 1-(8-bromo-[1,2,4]triazolo[1,5-a]pyridin-5-yl)ethanol